Dimethylethylbenzylammonium chloride [Cl-].C[N+](CC1=CC=CC=C1)(CC)C